C1CC(CCCCCCCC1)=O cycloundecan-3-one